C1(=CC(=CC=C1)/C=C/C(=O)N1C(OC(C1)([2H])[2H])=O)C1=CC=CC=C1 (E)-3-(3-([1,1'-biphenyl]-3-yl)acryloyl)oxazolidin-2-one-5,5-d2